FC1=NC(=CC(=C1)NC=1SC(=C(N1)C(=O)NC1C(CC1)(C)C)C)F 2-[(2,6-difluoro-4-pyridyl)amino]-N-(2,2-dimethyl-cyclobutyl)-5-methyl-thiazole-4-carboxamide